8-(4-chloro-2-fluoro-phenyl)-6-[3-(difluoromethyl)pyrrolidino]-2,3-dimethyl-pyrimido[5,4-d]pyrimidin-4-one ClC1=CC(=C(C=C1)C1=NC(=NC2=C1N=C(N(C2=O)C)C)N2CC(CC2)C(F)F)F